BrC=1C(=C(C2=C(N(N=N2)CC2=CC=C(C=C2)C2=NOC(=N2)C(F)(F)F)C1)C)C 3-[4-[(6-bromo-4,5-dimethyl-benzotriazol-1-yl)methyl]phenyl]-5-(trifluoromethyl)-1,2,4-oxadiazole